methyl (E)-4-(5-fluoro-2-hydroxy-anilino)but-2-enoate FC=1C=CC(=C(NC/C=C/C(=O)OC)C1)O